1-(2-methoxyethoxy)-4-nitrobenzene COCCOC1=CC=C(C=C1)[N+](=O)[O-]